C(=O)(O)C1CC(SC1)=O 4-Carboxyldihydro-2(3H)-thiophenon